N-(3-Hydroxy-4-methoxyphenyl)-2-isopropyl-5,5-dimethylcyclohexancarboxamid OC=1C=C(C=CC1OC)NC(=O)C1C(CCC(C1)(C)C)C(C)C